ClC=1C=C(C=C(C1OC=1C=C2C3=C(NC2=CC1)COCC31CCC1)Cl)N1N=C(C(NC1=O)=O)C#N 2-(3,5-Dichloro-4-((1',9'-dihydro-3'H-spiro[cyclobutane-1,4'-pyrano[3,4-b]indol]-6'-yl)oxy)phenyl)-3,5-dioxo-2,3,4,5-tetrahydro-1,2,4-triazine-6-carbonitrile